tert-butyl-[(E)-1-(5-fluoro-2-isopropoxycarbonyl-1H-pyrrolo[2,3-b]pyridin-6-yl)ethylideneamino]-oxido-sulfonium C(C)(C)(C)[S+]([O-])/N=C(\C)/C1=C(C=C2C(=N1)NC(=C2)C(=O)OC(C)C)F